Cl.C[Si]1(CN[C@@H](C1)C(=O)OC)C Methyl (R)-3,3-dimethyl-1,3-azasilolidine-5-carboxylate hydrochloride